3-{5-[1-(cyclopropylmethyl)-3-hydroxypyrazol-4-yl]-2-fluoro-3-methylphenyl}propanoate C1(CC1)CN1N=C(C(=C1)C=1C=C(C(=C(C1)CCC(=O)[O-])F)C)O